(3R,4R,5S)-4-acetylamino-5-((2-fluoro-[1,1'-biphenyl]-3-yl)methyl)amino-3-(pentan-3-oxy)cyclohex-1-ene-1-carboxylic acid C(C)(=O)N[C@H]1[C@@H](C=C(C[C@@H]1NCC=1C(=C(C=CC1)C1=CC=CC=C1)F)C(=O)O)OC(CC)CC